BrC=1C(=NC(=NC1C(F)(F)F)N1[C@H]([C@@H](C1)O)C)N1C[C@@H]2C([C@@H]2C1)CC(=O)OCC ethyl [(1R,5S,6R)-3-{5-bromo-2-[(2S,3R)-3-hydroxy-2-methylazetidin-1-yl]-6-(trifluoromethyl)pyrimidin-4-yl}-3-azabicyclo[3.1.0]hex-6-yl]acetate